3-((1-methyl-1H-pyrazole-4-yl)methyl)-N-(1-Methylcyclopropyl)-2,4-dioxo-1,2,3,4-tetrahydrothieno[2,3-d]pyrimidin-6-sulfonamide CN1N=CC(=C1)CN1C(NC2=C(C1=O)C=C(S2)S(=O)(=O)NC2(CC2)C)=O